C(C)N(C1=CC=C(C=C1)C(C(F)F)O)CC (4-(diethylamino)phenyl)-2,2-difluoroethane-1-ol